(R)-8-(2,4-dioxotetrahydropyrimidine-1(2H)-yl)-1,2,4a,5-tetrahydrobenzo[b]pyrazine O=C1N(CCC(N1)=O)C=1C=CC[C@@H]2C1NCC=N2